C(C)N(C1=NC2=CC(=CC=C2N=C1)C1=NC(=NC=C1F)NC1CCNCC1)CC N,N-diethyl-7-(5-fluoro-2-(piperidin-4-ylamino)pyrimidin-4-yl)quinoxalin-2-amine